3-(7-(4-(((S)-3-(hydroxymethyl)piperazin-1-yl)methyl)piperidin-1-yl)-1-methyl-1H-indazol-3-yl)piperidine-2,6-dione OC[C@@H]1CN(CCN1)CC1CCN(CC1)C=1C=CC=C2C(=NN(C12)C)C1C(NC(CC1)=O)=O